OC1=CC=C2C(=CN=CC2=C1)C(=O)N 7-hydroxyisoquinoline-4-carboxamide